O1[C@@H](CCC1)CNC(O[C@@H]1C[C@@H](CC1)C1=CC(=NN1)NC(CC1=CC(=NC=C1)OC)=O)=O (1S,3R)-3-(3-{[(2-meth-oxypyridin-4-yl)acetyl]-amino}-1H-pyrazol-5-yl)-cyclopentyl [(2S)-tetra-hydrofuran-2-ylmethyl]-carbamate